1-(tert-butoxycarbonyl)-4-hydroxypiperidine C(C)(C)(C)OC(=O)N1CCC(CC1)O